BrC1(N=C2C=CC=CC2=C1)C(=O)O 2-bromoindole-2-carboxylic acid